ethyl-anisoamide C(C)C1=C(C(=O)N)C=CC(=C1)OC